NC1=NC(=CC(=N1)N1CCC2(C[C@H](NC2)C(=O)O)CC1)O[C@@H](C(F)(F)F)C1=C(C=C(C=C1)Cl)C1=CN=C(S1)C (S)-8-(2-amino-6-((R)-1-(4-chloro-2-(2-methylthiazol-5-yl)phenyl)-2,2,2-trifluoroethoxy)pyrimidin-4-yl)-2,8-diazaspiro[4.5]decane-3-carboxylic acid